NC1CN(CC1)CCOCCNC(=O)NC=1SC=C(N1)C(C)(C)C1=CC=C(C=C1)OC 1-(2-(2-(3-aminopyrrolidin-1-yl)ethoxy)ethyl)-3-(4-(2-(4-methoxyphenyl)-propan-2-yl)thiazol-2-yl)-urea